1-(4-(((S)-1-(((S)-1-((4-(aminomethyl) phenyl) amino)-1-oxo-5-ureidopentyl-2-yl) amino)-3-methyl-1-oxobutyl-2-yl) amino)-4-oxobutyryl)-3-methylpiperidine-4-carboxylate NCC1=CC=C(C=C1)NC(C(CCCNC(=O)N)=NC(C(C(C)C)=NC(CCC(=O)N1CC(C(CC1)C(=O)[O-])C)=O)=O)=O